ClC(C1=NC(=NO1)C=1C=CC(=NC1)CP(OCC)(=O)NC1=CC=C(C=C1)Cl)(F)F ethyl P-((5-(5-(chlorodifluoromethyl)-1,2,4-oxadiazol-3-yl)pyridin-2-yl)methyl)-N-(4-chlorophenyl)phosphonamidate